[Si](C1=CC=CC=C1)(C1=CC=CC=C1)(C(C)(C)C)OC[C@]12CCCN2[C@@H](CC1)CCC(=O)OCC ethyl 3-((3S,7aS)-7a-(((tert-butyldiphenylsilyl)oxy)methyl)hexahydro-1H-pyrrolizin-3-yl)propanoate